potassium sulfate magnesium salt [Mg+2].S(=O)(=O)([O-])[O-].[K+]